tert-butyl (S,E)-2-(2-(N-(tert-butyldiphenylsilyl)sulfamoyl)vinyl)-2-methylpyrrolidine-1-carboxylate [Si](C1=CC=CC=C1)(C1=CC=CC=C1)(C(C)(C)C)NS(=O)(=O)/C=C/[C@]1(N(CCC1)C(=O)OC(C)(C)C)C